alpha-isononyl cyanoacrylate C(#N)C(C(=O)OCCCCCCC(C)C)=C